4H-Naphthol C1(=CCCC2=CC=CC=C12)O